tert-butyl (4-(2-(4-(4-((2,6-dioxopiperidin-3-yl)amino)-2,3-difluorophenyl)piperazin-1-yl)ethyl)piperidin-1-yl)carbamate O=C1NC(CCC1NC1=C(C(=C(C=C1)N1CCN(CC1)CCC1CCN(CC1)NC(OC(C)(C)C)=O)F)F)=O